3-(6-Chloro-1H-pyrrolo[3,2-c]pyridin-3-yl)-1-methylazetidin-3-ol ClC1=CC2=C(C=N1)C(=CN2)C2(CN(C2)C)O